OC(CCCCCCCCCCCCCS(=O)(=O)[O-])S(=O)(=O)[O-] hydroxytetradecane-disulfonate